1,3-dihydro-2H-benzo[d]-imidazol-2-one N1C(NC2=C1C=CC=C2)=O